ethyl (E)-5-methyl-1-(2-(3-oxo-3-phenylprop-1-en-1-yl) phenyl)-1H-1,2,3-triazole-4-carboxylate CC1=C(N=NN1C1=C(C=CC=C1)\C=C\C(C1=CC=CC=C1)=O)C(=O)OCC